2,7-dicyanooxynaphthalene C(#N)OC1=CC2=CC(=CC=C2C=C1)OC#N